[1,2,3]triazolo[4,5-c][1,7]naphthyridine N1N=NC=2C=NC=3C=NC=CC3C21